CS(=O)(=O)O.N[C@@H]1CCC=2C=3C1=C1C(=NC3C=C(C2O)F)C2=CC3=C(C(N2C1)=O)COC([C@]3(O)CC)=O (1R,9S)-1-amino-9-ethyl-5-fluoro-4,9-dihydroxy-1,2,3,9,12,15-hexahydro-10H,13H-benzo[de]pyrano[3',4':6,7]indolizino[1,2-b]quinoline-10,13-dione methanesulfonate